(E)-3-((dimethylamino)methylene)-6-methyl-2H-pyran-2,4(3H)-dione CN(C)\C=C/1\C(OC(=CC1=O)C)=O